O=C1NC(CCC1N1C(N(C2=C1C=CC(=C2)N2CC(N(CC2)CC(=O)NC2=CC1=CC(=C(C(=C1C=C2)F)N2S(NC(C2)=O)(=O)=O)O)=O)C)=O)=O 2-[4-[1-(2,6-dioxo-3-piperidyl)-3-methyl-2-oxo-benzimidazol-5-yl]-2-oxo-piperazin-1-yl]-N-[5-fluoro-7-hydroxy-6-(1,1,4-trioxo-1,2,5-thiadiazolidin-2-yl)-2-naphthyl]acetamide